3,4-difluoro-2-((2-fluoro-4-iodophenyl)amino)-N-(2-hydroxyethoxy)-5-((3-oxo-1,2-oxazinan-2-yl)methyl)benzamide FC=1C(=C(C(=O)NOCCO)C=C(C1F)CN1OCCCC1=O)NC1=C(C=C(C=C1)I)F